(2S)-2-[4-chloro-2-(1,1-difluoropropyl)-5-fluorophenoxy]butanoic acid ClC1=CC(=C(O[C@H](C(=O)O)CC)C=C1F)C(CC)(F)F